8-(2-chlorophenyl)quinoline-1-oxide ClC1=C(C=CC=C1)C=1C=CC=C2C=CC=[N+](C12)[O-]